(1R,4S)-1-(3,4-dichlorophenyl)-2-oxa-5-azabicyclo[2.2.1]heptane ClC=1C=C(C=CC1Cl)[C@@]12OC[C@@H](NC1)C2